FC=1C=C(C=C(C1OC1=CC=NC2=CC(=C(C=C12)OC)OCCO)F)NC(C1=C(C=CC=C1)F)=O N-(3,5-difluoro-4-((7-(2-hydroxyethoxy)-6-methoxyquinolin-4-yl)oxy)phenyl)-2-fluorobenzamide